[Ru](Cl)(Cl)Cl.CSC1=C(OC2=C(C=CC=C2)P(C2=CC=CC=C2)C2=CC=CC=C2)C=CC=C1 2-(methylthio)phenoxy-triphenylphosphine ruthenium chloride